N1=CC(=CC=C1)N1CC=2N(CC1)C=CN2 7-(pyridin-3-yl)-5,6,7,8-tetrahydroimidazo[1,2-a]pyrazin